N-(4-Cyclopropylbutyl)-8,8-dimethyl-1-oxa-9-azaspiro[5.5]undecane-9-carboxamide C1(CC1)CCCCNC(=O)N1C(CC2(CCCCO2)CC1)(C)C